2,3,9,10,16,17,23,24-octahydroxyphthalocyanine C1=C2C(=CC(=C1O)O)C3=NC4=NC(=NC5=C6C=C(C(=CC6=C(N5)N=C7C8=CC(=C(C=C8C(=N7)N=C2N3)O)O)O)O)C9=CC(=C(C=C94)O)O